2-(8-chloro-3-(methoxymethoxy)naphthalene-1-yl)-4,4,5,5-Tetramethyl-1,3,2-dioxaborolane ClC=1C=CC=C2C=C(C=C(C12)B1OC(C(O1)(C)C)(C)C)OCOC